tert-butyl 4-(2-((methylsulfonyl)oxy)ethyl)piperazine-1-carboxylate CS(=O)(=O)OCCN1CCN(CC1)C(=O)OC(C)(C)C